N-(4-methoxy-benzyl)-glycine COC1=CC=C(CNCC(=O)O)C=C1